C(C1=CC=CC=C1)N1[C@@H]([C@@H]2CC[C@H](C1)N2C(=O)OC(C)(C)C)C=C tert-butyl (1S,2R,5R)-3-benzyl-2-vinyl-3,8-diazabicyclo[3.2.1]octane-8-carboxylate